C1(CC1)CNC1=C2C(=NC=3C=C(C(=CC13)OC)OCCCO)CCC2 3-({9-[(cyclopropylmethyl)amino]-7-methoxy-1H,2H,3H-cyclopenta[b]quinolin-6-yl}oxy)propan-1-ol